Di-(dodecyl-phenyl)-iodonium triflat [O-]S(=O)(=O)C(F)(F)F.C(CCCCCCCCCCC)C1=C(C=CC=C1)[I+]C1=C(C=CC=C1)CCCCCCCCCCCC